4-(4-chloro-5,6,7,8-tetrahydrophthalazin-1-yl)-3-(ethoxymethoxy)benzonitrile ClC1=NN=C(C=2CCCCC12)C1=C(C=C(C#N)C=C1)OCOCC